NC1=NC2=CC=C(C=C2C=C1C)C(=O)N(CC(C)C)CC1=NC=CC(=C1)Br 2-amino-N-((4-bromo-2-pyridinyl)methyl)-3-methyl-N-(2-methylpropyl)-6-quinolinecarboxamide